NC=1C(C(C(C(C(=O)N)(C1I)CC(OC)OC)I)(C(=O)N)CC(OC)OC)I 5-amino-1,3-bis(2,2-dimethoxyethyl)-2,4,6-triiodo-isophthalamide